2'-chloro-N-{5-[(4-chlorophenyl)(methyl)carbamoyl]-1,3,4-thiadiazol-2-yl}-5'-methoxy-6-methyl-[4,4'-bipyridine]-3-carboxamide ClC1=NC=C(C(=C1)C1=C(C=NC(=C1)C)C(=O)NC=1SC(=NN1)C(N(C)C1=CC=C(C=C1)Cl)=O)OC